BrC1=CC(=C(C=C1)NC1=CC(N(N=C1C(=O)N1CC(C1)(O)[C@H](C)NC1C[C@H]([C@H](C1)O)O)C)=O)Cl 5-[(4-bromo-2-chlorophenyl)amino]-6-{[3-((1S)-1-{[(3R,4S)-3,4-dihydroxycyclopentyl]amino}ethyl)-3-hydroxyazetidin-1-yl]carbonyl}-2-methylpyridazin-3(2H)-one